FC(F)(F)S (trifluoromethyl) hydrosulfide